Methyl-3-methyl-6-[3-methylimidazo[1,2-a]pyridin-6-yl]-5-(2H-1,2,3-triazol-2-yl)pyrazine CC1=NC(=C(N=C1C)N1N=CC=N1)C=1C=CC=2N(C1)C(=CN2)C